(2-(2,6-bis(benzyloxy)pyridin-3-yl)benzo[d]oxazol-6-yl)(7-fluoro-1-methylisoindolin-2-yl)methanone C(C1=CC=CC=C1)OC1=NC(=CC=C1C=1OC2=C(N1)C=CC(=C2)C(=O)N2C(C1=C(C=CC=C1C2)F)C)OCC2=CC=CC=C2